OC1=CC=C(C=C1)CC(=O)OCC[N+](C)(C)C choline (4-hydroxyphenylacetate)